N1(C=NC=C1)C1=CC=C(C=C1)C1=CC=C(N1C1=C(C=C(C=C1)C(N)=O)C)CCC(=O)O 3-(5-(4-(1H-imidazol-1-yl)phenyl)-1-(4-carbamoyl-2-methylphenyl)-1H-pyrrol-2-yl)propionic acid